9-bromo-3-[2-(dimethylamino)ethyl]-2,4-dioxo-1H-furo[2,3-g]quinazoline-7-carbonitrile BrC=1C2=C(C=C3C(N(C(NC13)=O)CCN(C)C)=O)OC(=C2)C#N